Cl.C(C1=CC=CC=C1)(=O)OCCCN1CCC2=CC=CC=C12 1-(3-benzoyloxypropyl)indoline hydrochloride